FC(C(C(OC)(F)F)(C(F)(F)F)F)(F)F 1,1,1,2,3,3-hexafluoro-2-(trifluoromethyl)-3-methoxypropane